C1(=CC=C(C=C1)N(C1=CC=C(C=C1)Br)C1=CC=C(C=C1)C1=CC=CC=C1)C1=CC=CC=C1 bis(biphenyl-4-yl)(4-bromophenyl)amine